acryloxyethylphenyl phosphonate P(OC1=C(C=CC=C1)CCOC(C=C)=O)([O-])=O